FC1=NC=C(C=C1)C1=CC=C(C=C1)N1N=NC(=C1)C1=CC=CC=C1 2-fluoro-5-(4-(4-phenyl-1H-1,2,3-triazol-1-yl)phenyl)pyridine